(R)-5-[1-(2-Fluoro-6-methyl-phenyl)-piperidin-4-yl]-2,4-dimethyl-7-(2-trifluoromethyl-benzyl)-2,4,5,7-tetrahydro-pyrazolo[3,4-d]pyrimidin-6-on FC1=C(C(=CC=C1)C)N1CCC(CC1)N1C(N(C=2C([C@H]1C)=CN(N2)C)CC2=C(C=CC=C2)C(F)(F)F)=O